CSCCOCC(N)=N 2-(2-(methylthio)ethoxy)acetimidamide